ClC1=CC=C(C=C1)C[C@@H](C(=O)O)NC(=O)OC(C(F)(F)C1=CC(=CC=C1)Cl)C1=CC=CC=C1 (2S)-3-(4-chlorophenyl)-2-(((2-(3-chlorophenyl)-2,2-difluoro-1-phenylethoxy)carbonyl)amino)propanoic acid